[Ru+2].ClC1C(C(CCC1)(P(C1CCCCC1)C1CCCCC1)Cl)=CC1=C(C=CC=C1)OC(C)C Dichloro(2-isopropoxybenzylidene)(tricyclohexylphosphine) ruthenium(II)